1-(1-methoxy-2-methylpropan-2-yl)-1,2,3,6-tetrahydropyridine COCC(C)(C)N1CCC=CC1